CN1C(CC(CC1(C)C)OC(C(C(=O)OC1CC(N(C(C1)(C)C)C)(C)C)(CC1=C(C(=CC(=C1)C(C)(C)C)C(C)(C)C)O)CCCC)=O)(C)C 2-n-butyl-2-(2-hydroxy-3,5-di-tert-butylbenzyl)malonic acid bis(1,2,2,6,6-pentamethyl-4-piperidyl) ester